CNCC(=O)O N-[methyl]glycine